1-ethyl-4-(p-tolyl)benzene C(C)C1=CC=C(C=C1)C1=CC=C(C=C1)C